2,8-dimethyl-7-(3-(1-methyl-1H-pyrazol-5-yl)-7,8-dihydro-1,6-naphthyridin-6(5H)-yl)-4H-pyrimido[1,2-b]pyridazin-4-one CC=1N=C2N(N=C(C(=C2)C)N2CC=3C=C(C=NC3CC2)C2=CC=NN2C)C(C1)=O